(12aR)-12-[(10S)-7,8-difluoro-4,9-dihydrothieno[2,3-c][2]benzothiepin-4-yl]-6,8-dioxo-3,4,12,12a-tetrahydro-1H-[1,4]oxazino[3,4-c]pyrido[2,1-f][1,2,4]triazin-7-yl methyl carbonate C(OC=1C(C=CN2N([C@H]3N(C(C21)=O)CCOC3)C3C2=C(SCC1=C3C=CC(=C1F)F)SC=C2)=O)(OC)=O